N-((1S)-1-(6-(2-cyano-4-(trifluoromethyl)pyridin-3-yl)-5-fluoro-1-neopentyl-1H-indol-3-yl)-2,2-difluoroethyl)cyclopropanesulfonamide C(#N)C1=NC=CC(=C1C1=C(C=C2C(=CN(C2=C1)CC(C)(C)C)[C@@H](C(F)F)NS(=O)(=O)C1CC1)F)C(F)(F)F